6-[8-(1,3-benzothiazol-2-ylcarbamoyl)-3,4-dihydroisoquinolin-2(1H)-yl]-3-[3-(cyclohexyloxy)-2-(trifluoromethyl)phenyl]pyridine-2-carboxylic acid S1C(=NC2=C1C=CC=C2)NC(=O)C=2C=CC=C1CCN(CC21)C2=CC=C(C(=N2)C(=O)O)C2=C(C(=CC=C2)OC2CCCCC2)C(F)(F)F